NC=1C=2C(N=C(C1CC=1C=CC(=C(C1)N=S(=O)(C)C)OC(F)(F)F)C)=NON2 {[5-({7-Amino-5-methyl-[1,2,5]oxadiazolo[3,4-b]pyridin-6-yl}methyl)-2-(trifluoromethoxy)phenyl]imino}dimethyl-λ6-sulfanone